(5-(3-(difluoromethyl)-1,2,4-thiadiazol-5-yl)-2-methylphenyl)glycine FC(C1=NSC(=N1)C=1C=CC(=C(C1)NCC(=O)O)C)F